ClC1=C(COCC(CCCCN2C[C@@H]([C@H]([C@@H]([C@H](C2)O)O)O)O)F)C=CC=C1 (3S,4R,5R,6S)-1-{6-[(2-chlorobenzyl)oxy]-5-fluorohexyl}-3,4,5,6-azepanetetrol